[Si](C)(C)(C(C)(C)C)O[C@H]1[C@@H]([C@@H]([C@H](C1)O[Si](C)(C)C(C)(C)C)/C=C/C(CCC(=O)OC)O[Si](C)(C)C(C)(C)C)C\C=C/C\C=C/CC (E)-methyl 6-((1S,2R,3R,5S)-3,5-bis((tert-butyldimethylsilyl)oxy)-2-((2Z,5Z)-octa-2,5-dien-1-yl)cyclopentyl)-4-((tert-butyldimethylsilyl)oxy)hex-5-enoate